P([O-])([O-])=O.P([O-])(O)=O.[Ti+3] titanium(III) bisphosphonate